NC1(CN(C1)C1=CC2=C(C=N1)C1(CN(C1)C[C@H]1CN(C[C@H](O1)C)C1=C3C=CC(=NC3=C(C=C1)C#N)[2H])OC2)C 5-[(2s,6r)-2-[[6-(3-amino-3-methyl-azetidin-1-yl)spiro[1H-furo[3,4-c]pyridin-3,3'-azetidine]-1'-yl]methyl]-6-methyl-morpholin-4-yl]-2-deutero-quinoline-8-carbonitrile